N,N-dimethylpyrrolo[2,1-f][1,2,4]triazine-6-carboxamide CN(C(=O)C=1C=C2C=NC=NN2C1)C